FC1(OC2=C(O1)C=CC=C2C(C)N2C[C@@H](N(C[C@H]2C)C=2C=1N=C(N(C1N(C(N2)=O)C)CC)CC#N)C)F 2-(6-((2S,5R)-4-(1-(2,2-difluorobenzo[d][1,3]dioxol-4-yl)ethyl)-2,5-dimethylpiperazin-1-yl)-9-ethyl-3-methyl-2-oxo-3,9-dihydro-2H-purin-8-yl)acetonitrile